2-(4-(8-(3-acrylamidophenyl)quinazolin-6-yl)-3-chlorobenzamido)isonicotinamide C(C=C)(=O)NC=1C=C(C=CC1)C=1C=C(C=C2C=NC=NC12)C1=C(C=C(C(=O)NC=2C=C(C(=O)N)C=CN2)C=C1)Cl